FC=1C=C(C=CC1OC)[C@H](CC(=O)O)N1CC(C1)CCCC1=NC=2NCCCC2C=C1 (S)-3-(3-fluoro-4-methoxyphenyl)-3-(3-(3-(5,6,7,8-tetrahydro-1,8-naphthyridin-2-yl)propyl)azetidin-1-yl)propionic acid